[Tb].COCCO 2-methoxyethanol terbium